3-(2-(6-(benzofuran-3-yl)-1-oxoisoindolin-2-yl)acetamido)-5-fluoro-4-oxopentanoic acid O1C=C(C2=C1C=CC=C2)C2=CC=C1CN(C(C1=C2)=O)CC(=O)NC(CC(=O)O)C(CF)=O